FC(C=1C=C(C(=O)N[C@H](C)C=2C(=NC=CN2)C2=CC=C(C=N2)C(=O)O)C=C(C1)C(F)(F)F)(F)F |r| (rac)-6-(3-{1-[3,5-Bis(trifluoromethyl)benzamido]ethyl}pyrazin-2-yl)pyridine-3-carboxylic acid